8-methoxy-8-methylbicyclo[4.2.0]octa-1,3,5-triene-2-acetate COC1(CC2=CC=CC(=C12)CC(=O)[O-])C